FC1=C(C=CC(=C1F)C(F)(F)F)C1=CC=C(C=C1)C1CCC(CC1)CCC 2,3-difluoro-1-[4-(4-propylcyclohexyl)phenyl]-4-(trifluoromethyl)benzene